4-METHYL-1H-IMIDAZOLE-2-CARBOXYLIC ACID HYDRATE O.CC=1N=C(NC1)C(=O)O